Ethyl (1S,2S)-2-(2-oxo-4-(o-tolyl)-2H-chromen-7-yl)cyclopropane-1-carboxylate O=C1OC2=CC(=CC=C2C(=C1)C1=C(C=CC=C1)C)[C@@H]1[C@H](C1)C(=O)OCC